C(C)OC(CNCC=1SC=CC1)=O N-(thien-2-ylmethyl)glycine ethyl ester